ClC1=C(C=C(OCC(=O)NC23C[C@@H](C(CC2)(CC3)NC(COC3=CC(=CC=C3)C)=O)O)C=C1)F 2-(4-chloro-3-fluorophenoxy)-N-{(3S)-3-hydroxy-4-[2-(3-methylphenoxy)acetamido]bicyclo[2.2.2]octan-1-yl}acetamide